O=C([C@H](O)[C@H](O)CO)[O-].[Na+] sodium erythronate